N-(3-fluoro-1H-pyrrolo[2,3-b]pyridin-4-yl)-5-(6-methylpyridin-2-yl)pyrazolo[1,5-a]pyrimidin-7-amine FC1=CNC2=NC=CC(=C21)NC2=CC(=NC=1N2N=CC1)C1=NC(=CC=C1)C